(R)-5-(difluoromethoxy)-3-((1-methylpyrrolidin-2-yl)methyl-d2)-1H-indole FC(OC=1C=C2C(=CNC2=CC1)C([2H])([2H])[C@@H]1N(CCC1)C)F